Tert-butyl-((7R)-2-(2-(6-bromo-1-(cyclopropylmethyl)-1H-indol-2-yl)-3-methylbenzofuran-6-carbonyl)-2-azabicyclo[2.2.1]hept-7-yl) carbamate C(N)(O[C@H]1C2(N(CC1CC2)C(=O)C2=CC1=C(C(=C(O1)C=1N(C3=CC(=CC=C3C1)Br)CC1CC1)C)C=C2)C(C)(C)C)=O